FC=1C=C2C(C(=CN(C2=NC1N1CC(C1)C(CC)=O)C1=NC=NS1)C(=O)O)=O 6-fluoro-4-oxo-7-(3-propionylazetidin-1-yl)-1-(1,2,4-thiadiazol-5-yl)-1,4-dihydro-1,8-naphthyridine-3-carboxylic acid